(3-(4-phenyl-6-(3-(pyridin-2-yl)phenyl)-1,3,5-triazin-2-yl)phenyl)boronic acid C1(=CC=CC=C1)C1=NC(=NC(=N1)C1=CC(=CC=C1)C1=NC=CC=C1)C=1C=C(C=CC1)B(O)O